dimethoxy-cinnamate COC(=C(C(=O)[O-])OC)C1=CC=CC=C1